ClC=1C=C2C(N([C@H](C2=CC1C(F)(F)F)C)C(CC[C@@]1(C(NC(N1)=O)=O)C1CC1)=O)([2H])[2H] (S)-5-(3-((S)-5-chloro-1-methyl-6-(trifluoromethyl)isoindolin-2-yl-3,3-d2)-3-oxopropyl)-5-cyclopropylimidazole-2,4-dione